ClC=1C(=NC(=NC1)NC1=CC=C(C=N1)N1CCN(CC1)CCC)NC1=CC(=CC=C1)C(F)(F)F 1-(4-(6-((5-chloro-4-((3-(trifluoromethyl)phenyl)amino)pyrimidin-2-yl)amino)pyridin-3-yl)Piperazin-1-yl)propan